C(C)(C)(C)OC(=O)N1CC2=NN(C=C2C1)CC1=CC2=C(C(=NO2)NS(=O)(=O)CC2CCCCC2)C(=C1)OC.C(C)O[Si](C1(C(C)O1)OCCC)(OCC)OCC triethoxy(3-epoxypropyl-oxypropyl)silane tert-butyl-2-((3-((cyclohexylmethyl)sulfonamido)-4-methoxybenzo[d]isoxazol-6-yl)methyl)-2,6-dihydropyrrolo[3,4-c]pyrazole-5(4H)-carboxylate